5-{[1-(6-chloro-7-fluoro-2-oxo-1,2-dihydroquinolin-3-yl)ethyl]amino}-1-methyl-6-oxo-1,6-dihydropyridine-2-carbonitrile ClC=1C=C2C=C(C(NC2=CC1F)=O)C(C)NC1=CC=C(N(C1=O)C)C#N